N,N-didodecyl-tolylammonium tetrakis(perfluorophenyl)borate FC1=C(C(=C(C(=C1F)F)F)F)[B-](C1=C(C(=C(C(=C1F)F)F)F)F)(C1=C(C(=C(C(=C1F)F)F)F)F)C1=C(C(=C(C(=C1F)F)F)F)F.C(CCCCCCCCCCC)[NH+](CCCCCCCCCCCC)C1=C(C=CC=C1)C